COC([C@H]([C@H](CC)C)N1C([C@@H](N(CC1)C(=O)OC(C)(C)C)C)=O)=O tert-Butyl (2S)-4-[(2S,3S)-1-methoxy-3-methyl-1-oxopentan-2-yl]-2-methyl-3-oxopiperazine-1-carboxylate